1-[4-[3-[2,6-difluoro-3-(pyrrolidin-1-ylsulfonylamino)benzoyl]-1H-pyrrolo[2,3-b]pyridin-5-yl]phenyl]cyclopropanecarboxamide FC1=C(C(=O)C2=CNC3=NC=C(C=C32)C3=CC=C(C=C3)C3(CC3)C(=O)N)C(=CC=C1NS(=O)(=O)N1CCCC1)F